1-N,N-dimethyl-3-(1-methylimidazol-4-yl)-4-[[4-(trifluoromethyl)phenyl]methylamino]benzenesulfonamide CN(S(=O)(=O)C1=CC(=C(C=C1)NCC1=CC=C(C=C1)C(F)(F)F)C=1N=CN(C1)C)C